tert-butyl(2,7,8-trichloroquinolin-4-yl)glycinate C(C)(C)(C)N(CC(=O)[O-])C1=CC(=NC2=C(C(=CC=C12)Cl)Cl)Cl